ClC=1C(=C(C(=O)O)C=CC1F)C 3-chloro-4-fluoro-2-methylbenzoic acid